3-methoxy-N-methyl-4-{[3-(4-{[(1R,4R)-4-(3-methanesulfonylazetidin-1-yl)cyclohexyl]amino}-1-(2,2,2-trifluoroethyl)-1H-indol-2-yl)prop-2-yn-1-yl]amino}benzamide COC=1C=C(C(=O)NC)C=CC1NCC#CC=1N(C2=CC=CC(=C2C1)NC1CCC(CC1)N1CC(C1)S(=O)(=O)C)CC(F)(F)F